4-[2-(aminomethyl)-1,3-thiazol-5-yl]-3-(2-methyl-6-morpholin-4-ylpyridin-4-yl)oxybenzonitrile NCC=1SC(=CN1)C1=C(C=C(C#N)C=C1)OC1=CC(=NC(=C1)N1CCOCC1)C